2,6-dimethyloxybenzoyldiphenylphosphine oxide COC1=C(C(=O)P(C2=CC=CC=C2)(C2=CC=CC=C2)=O)C(=CC=C1)OC